P(=O)(OCCOC(C(=C)C)=O)(OCC[N+](C)(C)C)[O-] 2-(methacryloyloxy)ethyl (2-(trimethylammonio)ethyl) phosphate